1-bromo-6-fluorohexane BrCCCCCCF